20-Hydroxy-docosanoic acid OC(CCCCCCCCCCCCCCCCCCC(=O)O)CC